ClC=1C=CC(=C(C1)C#CC=1C=C(C=NC1)NC)NS(=O)(=O)C=1C=CC(=C2C=CC=NC12)OC 5-{2-[5-Chloro-2-(5-methoxychinolin-8-sulfonamido)phenyl]ethynyl}-3-(methylamino)pyridin